glucose-d O=C([C@H](O)[C@@H](O)[C@H](O)[C@H](O)CO)[2H]